1,8-diazabicyclo-[4.3.0]-non-5-ene N12CCCC=C2CNC1